4-(morpholine-4-carbonyl)piperazin N1(CCOCC1)C(=O)N1CCNCC1